(2-(3,8-diazabicyclo[3.2.1]octan-3-yl)pyrimidin-5-yl)(4-(4-morpholino-7H-pyrrolo[2,3-d]pyrimidin-6-yl)phenyl)methanol C12CN(CC(CC1)N2)C2=NC=C(C=N2)C(O)C2=CC=C(C=C2)C2=CC1=C(N=CN=C1N1CCOCC1)N2